N-(6-chloropyrimidin-4-yl)-3-(4-cyclopropylpiperazin-1-yl)cyclobutane-1-carboxamide ClC1=CC(=NC=N1)NC(=O)C1CC(C1)N1CCN(CC1)C1CC1